(2R,3R,4S,5R,6S)-2-(acetoxymethyl)-6-(((4aR,10aR)-6-hydroxy-1-propyl-1,2,3,4,4a,5,10,10a-octahydrobenzo[g]quinolin-7-yl)oxy)tetrahydro-2H-pyran-3,4,5-triyl triacetate C(C)(=O)O[C@@H]1[C@H](O[C@H]([C@@H]([C@H]1OC(C)=O)OC(C)=O)OC=1C=CC2=C(C[C@H]3CCCN([C@@H]3C2)CCC)C1O)COC(C)=O